2-benzofurancarboxaldehyde O1C(=CC2=C1C=CC=C2)C=O